2,4-Dihydroxy-4'-n-amyl-benzophenone OC1=C(C(=O)C2=CC=C(C=C2)CCCCC)C=CC(=C1)O